(R)-8-(1-((6-chloro-2-methoxypyridin-3-yl)amino)ethyl)-2-(5-fluoroisoindolin-2-yl)-3,6-dimethylquinazolin-4(3H)-one ClC1=CC=C(C(=N1)OC)N[C@H](C)C=1C=C(C=C2C(N(C(=NC12)N1CC2=CC=C(C=C2C1)F)C)=O)C